ClC=1C=CC2=C(CCC=3C(=NC=CC3)C2=C2CCN(CC2)C(C)O)C1 (4-(8-chloro-5,6-dihydro-11H-benzo[5,6]cyclohepta[1,2-b]pyridin-11-ylidene)piperidin-1-yl)ethan-1-ol